O1C=COC2=C1C=CC=C2C=O 1,4-BENZODIOXIN-5-CARBOXALDEHYDE